1-(3-chloro-2-fluorobenzyl)-4-((3-methyl-5-fluoro-6-((5-methyl-1H-pyrazol-3-yl)amino)pyridin-2-yl)methyl)piperidine-4-carboxylic acid ClC=1C(=C(CN2CCC(CC2)(C(=O)O)CC2=NC(=C(C=C2C)F)NC2=NNC(=C2)C)C=CC1)F